CCCCCCCCCCCCCCCCCCCCC(=O)N[C@@H](CO[C@H]1[C@@H]([C@H]([C@@H]([C@H](O1)CO)O)O)O)[C@@H](/C=C/CCCCCCCC/C=C\\CCC)O The molecule is a beta-D-glucosylceramide obtained by formal condensation of the carboxy group of henicosanoic acid with the amino group of beta-D-glucosyl-(1<->1')-(4E,14Z)-sphingadienine. It has a role as a marine metabolite. It derives from a sphinga-4E,14Z-dienine and a henicosanoic acid.